C(CCC)OC(=O)C1=C[C@H]([C@@H](CC1)C(=C)C)C1=C(C=C(C=C1O)CCCCC)O (3R-trans)-3-(2,6-dihydroxy-4-pentylphenyl)-4-(1-methylethenyl)-1-cyclohexene-1-carboxylic acid n-butyl ester